(2S)-4-(1-tert-butoxycarbonylazetidin-3-yl)-2-(methylamino)butanoic acid C(C)(C)(C)OC(=O)N1CC(C1)CC[C@@H](C(=O)O)NC